CC1(OB(OC1(C)C)C1=CC=C(C=C1)NC(C)=O)C N-[4-(4,4,5,5-tetramethyl-1,3,2-dioxaborolan-2-yl)phenyl]acetamide